O=C1NC(CCC1N1C(N(C2=C1C=CC=C2N2CCN(CC2)C2CCN(CC2)C2CCN(CC2)C(=O)OC(C)(C)C)C)=O)=O Tert-butyl 4-{4-[1-(2,6-dioxopiperidin-3-yl)-3-methyl-2-oxo-1,3-benzodiazol-4-yl]piperazin-1-yl}-[1,4'-bipiperidine]-1'-carboxylate